BrC=1C=C(C(=O)O)C=C(C1)[N+](=O)[O-] 3-bromo-5-Nitrobenzoic acid